C(C1=CC=CC=C1)OC=1C=CC2=C(C(=C(O2)C)C2=CN=CC(=N2)CO)C1 {6-[5-(benzyloxy)-2-methyl-1-benzofuran-3-yl]pyrazin-2-yl}methanol